C(C)N(C(C1=C(C=CC(=C1)F)OC1=C(N=CN=N1)N1CC2(CN(C2)[C@H](C(C)C)C[C@H](CN(C)C(C)C)O)CC1)=O)C(C)C N-ethyl-5-fluoro-2-((5-(2-((3S,5R)-5-hydroxy-6-(isopropyl-(methyl)amino)-2-methylhex-3-yl)-2,6-diazaspiro[3.4]oct-6-yl)-1,2,4-triazin-6-yl)oxy)-N-isopropylbenzamide